FC=1C=C2C(=NN(C2=CC1F)C1OCCCC1)C1=CC=C2C(=N1)C(N(C2)CC2=CC=C(C=C2)OC)(C)C 5,6-difluoro-3-[6-[(4-methoxyphenyl)methyl]-7,7-dimethyl-5H-pyrrolo[3,4-b]pyridin-2-yl]-1-(oxan-2-yl)indazole